ClC=1C2=C(N=CN1)CCN(C2)C(=O)OC(C)(C)C tert-butyl 4-chloro-7,8-dihydro-5H-pyrido[4,3-d]pyrimidine-6-carboxylate